C1(CC1)C1=C(C(=NO1)C1=C(C=NC=C1Cl)Cl)C1=CC2(C1)CCN(CC2)C=2C=C1C=CC(=NC1=CC2)C(=O)O 6-(2-(5-cyclopropyl-3-(3,5-dichloropyridin-4-yl)isoxazol-4-yl)-7-azaspiro[3.5]non-1-en-7-yl)quinoline-2-carboxylic acid